7-tert-butyl-N-(1H-indol-6-ylmethyl)quinoxalin-2-amine C(C)(C)(C)C1=CC=C2N=CC(=NC2=C1)NCC1=CC=C2C=CNC2=C1